(R)-N-(2-(4-amino-2-oxo-3-(4-phenoxyphenyl)-2,3-dihydro-1H-imidazo[4,5-c]pyridin-1-yl)-5-hydroxypentyl)acrylamide NC1=NC=CC2=C1N(C(N2[C@@H](CNC(C=C)=O)CCCO)=O)C2=CC=C(C=C2)OC2=CC=CC=C2